C(#N)C1=CC(=CC2=C1N(C(=N2)NC(CC(C(F)(F)F)(C)C)=O)C2(CCC2)C)F N-(7-cyano-5-fluoro-1-(1-methylcyclobutyl)-1H-benzo[d]imidazol-2-yl)-4,4,4-trifluoro-3,3-dimethylbutanamide